FC1=CC=C(C=C1)N1N=CC=C(C1=O)C(=O)O 2-(4-fluorophenyl)-3-oxo-2,3-dihydropyridazine-4-carboxylic acid